ClCCN(C1=CC=C(C=C1)CCCC(=O)OCCN(CC)CC)CCCl 2-(diethylamino)ethyl 4-[bis(2-chloroethyl)amino]benzenebutyrate